FC1(CN(CC1)CC1=C(C=CC(=N1)NC=1C=CC(=C2CNC(C12)=O)C1=CN=C2N1C=CC(=C2)F)[C@H]2COCC2)F (S)-7-((6-((3,3-difluoro-pyrrolidin-1-yl)methyl)-5-(tetrahydrofuran-3-yl)pyridin-2-yl)amino)-4-(7-fluoro-imidazo[1,2-a]pyridin-3-yl)isoindolin-1-one